7,8-dibromo-3-(tertiary butyl)-2,3,4,9-tetrahydro-1H-carbazole BrC1=CC=C2C=3CC(CCC3NC2=C1Br)C(C)(C)C